methyl (2S,4R)-1-(2-aminoacetyl)-4-(2-benzyloxyethoxy)pyrrolidine-2-carboxylate NCC(=O)N1[C@@H](C[C@H](C1)OCCOCC1=CC=CC=C1)C(=O)OC